ClC1=CC(=C(C=C1)CC1=CC=CC2=C1N=C1N2CCN(C1C)C(=O)OC(C)(C)C)F tert-butyl 9-[(4-chloro-2-fluorophenyl) methyl]-1-methyl-1,2,3,4-tetrahydrobenzo[4,5]imidazo[1,2-a]pyrazine-2-carboxylate